methyl 2-((2-bromonaphthalen-1-yl)amino)nicotinate BrC1=C(C2=CC=CC=C2C=C1)NC1=C(C(=O)OC)C=CC=N1